C[C@](N)(CCC(=O)[O-])C(=O)[O-] alpha-methyl-L-glutamate